C(C1=CC=CC=C1)(=O)N[C@@H](CCCCN)C(=O)O N-benzoyl-L-lysine